FC(C(=O)O)(F)F.CC(C)N1CCC(CC1)N 1-(propan-2-yl)piperidin-4-amine trifluoroacetate